N-n-nonyl-L-thioproline C(CCCCCCCC)N1[C@@H](CSC1)C(=O)O